(R)-1-(2-ethynylthiazol-4-yl)-3-(2-hydroxy-1-(4-(1-methyl-1,2,5,6-tetrahydro-pyridin-3-yl)phenyl)ethyl)urea C(#C)C=1SC=C(N1)NC(=O)N[C@@H](CO)C1=CC=C(C=C1)C=1CN(CCC1)C